C(C)C1=NC(=CC=C1N1C[C@H](CC(C1)(F)F)CC(=O)O)C=1N=NN(C1COC=1N=NN(N1)CC(C)C)C (S)-2-(1-(2-ethyl-6-(5-(((2-isobutyl-2H-tetrazol-5-yl)oxy)methyl)-1-methyl-1H-1,2,3-triazol-4-yl)pyridin-3-yl)-5,5-difluoropiperidin-3-yl)acetic acid